N3-[5-[(3,5-difluorophenyl)methyl]-1H-indazol-3-yl]-N1-[2-[4-[4-[(2,6-dioxo-3-piperidyl)amino]phenyl]piperazin-1-yl]ethyl]-4-(tetrahydropyran-4-ylamino)benzene-1,3-dicarboxamide FC=1C=C(C=C(C1)F)CC=1C=C2C(=NNC2=CC1)NC(=O)C=1C=C(C=CC1NC1CCOCC1)C(=O)NCCN1CCN(CC1)C1=CC=C(C=C1)NC1C(NC(CC1)=O)=O